BrC=1C(=NC(=NC1)NC1=C(C=C(C(=C1)C1=CSC=C1)N1CCOCC1)OC)NC=1C(=C2N=CC=NC2=CC1)P(C)C (6-((5-bromo-2-((2-methoxy-4-morpholino-5-(thiophen-3-yl)phenyl)amino)pyrimidin-4-yl)amino)quinoxalin-5-yl)dimethylphosphine